FC1=CC=C(C=C1)COCC12CCC(CC1)(N2)[C@H](O)C=2C=NC=C(C2)F (R)-(4-{[(p-fluorophenyl)methoxy]methyl}-7-azabicyclo[2.2.1]hept-1-yl)(5-fluoro-3-pyridyl)methanol